CC1=C(C(=CC(=C1)C)C)N1C(N(CC1)C1=C(C=C(C=C1C)C)C)=C1C(C(C(CC1)(P(C1CCCCC1)C1CCCCC1)Cl)=CC1=CC=CC=C1)Cl [1,3-bis-(2,4,6-trimethylphenyl)-2-imidazolidinylidene]dichloro(phenylmethylene)(tricyclohexylphosphine)